CC([C@@H](C(=O)N1[C@@H]([C@H]2C([C@H]2C1)(C)C)C(=O)O)NC1=NC=CC(=N1)C)(C)C (1R,2S,5S)-3-((S)-3,3-Dimethyl-2-((4-methylpyrimidin-2-yl)amino)butanoyl)-6,6-dimethyl-3-azabicyclo[3.1.0]hexane-2-carboxylic acid